6-(2,6-difluoro-4-(1-isopropyl-1H-indazol-4-yl)benzyl)-6,7-dihydro-5H-pyrrolo[3,4-b]pyridin-5-one-7,7-d2 FC1=C(CN2C(C3=NC=CC=C3C2=O)([2H])[2H])C(=CC(=C1)C1=C2C=NN(C2=CC=C1)C(C)C)F